8-(2-ethoxy-2-oxo-ethyl)chromane-4-carboxylic acid C(C)OC(CC=1C=CC=C2C(CCOC12)C(=O)O)=O